C(C)C1=C(C(=C(C(=O)[O-])C=C1)N(C)C)CCCCCC ethylhexyl-dimethylaminobenzoate